3α,6β,7α,12α-tetrahydroxy-5β-cholan-24-oic acid O[C@H]1C[C@H]2[C@@H]([C@H]([C@H]3[C@@H]4CC[C@H]([C@@H](CCC(=O)O)C)[C@]4([C@H](C[C@@H]3[C@]2(CC1)C)O)C)O)O